5-(acetyleneyl-d)-6-fluoronaphthalene-2-ol hydrochloride Cl.C(#C[2H])C1=C2C=CC(=CC2=CC=C1F)O